C(C)(C)OC(=O)[C@@H]1C[C@H](CCC1)OC=1C(=NC(=CC1)C1=C(C(=NO1)C)CO)C (1s,3s)-3-((6-(4-(hydroxymethyl)-3-methylisoxazol-5-yl)-2-methylpyridin-3-yl)oxy)cyclohexane-1-carboxylic acid isopropyl ester